FC(C(=O)O)(F)F.ClC1=CC(=C(COC2=NC=CC=C2C2CCN(CC2)CC2=NC3=C(N2C[C@@H]2COCC2)C=C(C=C3)C(=O)O)C=C1)F 2-[(4-{2-[(4-chloro-2-fluorobenzyl)oxy]pyridin-3-yl}piperidin-1-yl)methyl]-1-[(3R)-tetrahydrofuran-3-ylmethyl]-1H-benzimidazole-6-carboxylic acid, trifluoroacetate salt